NC1=NC(=CC(=N1)N1CCC2(C[C@H](NC2)C(=O)O)CC1)O[C@@H](C(F)(F)F)C1=C(C=C(C=C1)C1=CC=C(C=C1)S(=O)C)N1N=C(C=C1)C (3S)-8-(2-amino-6-((1R)-2,2,2-trifluoro-1-(3-(3-methyl-1H-pyrazol-1-yl)-4'-(methylsulfinyl)-[1,1'-biphenyl]-4-yl)ethoxy)pyrimidin-4-yl)-2,8-diazaspiro[4.5]decane-3-carboxylic acid